6-(3,5-dimethylisoxazol-4-yl)-N-((R)-1-phenylethyl)-2,3,4,9-tetrahydro-1H-carbazol-1-amine CC1=NOC(=C1C=1C=C2C=3CCCC(C3NC2=CC1)N[C@H](C)C1=CC=CC=C1)C